FC1=CC=C(C=C1)C1=NN2C(OCC3(C2)COC3)=C1C1=C3C(=NC(=C1)C)NN=C3 2'-(4-fluorophenyl)-3'-(6-methyl-1H-pyrazolo[3,4-b]pyridin-4-yl)-5'H,7'H-spiro[oxetan-3,6'-pyrazolo[5,1-b][1,3]oxazine]